[Zr].[Ga].[Sc].[Ca].[Sm] samarium-calcium scandium gallium zirconium